(S)-4-bromo-6-(3-(3-((4-methyl-4H-1,2,4-triazol-3-yl)methyl)oxetan-3-yl)phenyl)-2-((3-methylpiperidin-1-yl)methyl)-1-tosyl-1,6-dihydro-7H-pyrrolo[2,3-c]pyridin-7-one BrC=1C2=C(C(N(C1)C1=CC(=CC=C1)C1(COC1)CC1=NN=CN1C)=O)N(C(=C2)CN2C[C@H](CCC2)C)S(=O)(=O)C2=CC=C(C)C=C2